C(C=C)(=O)N1[C@@H](CN(CC1)C1=C(C(N(C2=NC(=C(C=C12)Cl)C1=C(C(=C(C(=C1F)F)F)F)N)C=1C(=NC=CC1C)C(C)C)=O)C#N)C 4-((R)-4-propenoyl-3-methylpiperazin-1-yl)-7-(2-amino-3,4,5,6-tetrafluorophenyl)-6-chloro-1-(2-isopropyl-4-methylpyridin-3-yl)-2-oxo-1,2-dihydro-1,8-naphthyridine-3-carbonitrile